N-methyl-4-(4-(3-(1-methyl-1H-pyrazol-5-yl)-2-oxotetrahydroimidazol-1-yl)phenoxy)pyridine-2-carboxamide CNC(=O)C1=NC=CC(=C1)OC1=CC=C(C=C1)N1C(N(CC1)C1=CC=NN1C)=O